N[C@H]1CN(CCC1)CC1=CC(=NC=C1)C(=O)NC1=CC=C(C=C1)C1=CC2=C(N=CN=C2N2CC3C(C2)COC3)N1 4-(((R)-3-aminopiperidin-1-yl)methyl)-N-(4-(4-(tetrahydro-1H-furo[3,4-c]pyrrol-5(3H)-yl)-7H-pyrrolo[2,3-d]pyrimidin-6-yl)phenyl)pyridine-2-carboxamide